N1=NC=C(C=C1)C=1C2=C(N=C(N1)N1CCOCC1)NC(CC2)C=2C=NC=CC2 4-(4-(pyridazin-4-yl)-7-(pyridin-3-yl)-6,7-dihydro-5H-pyrido[2,3-d]pyrimidin-2-yl)morpholine